(+)-2-p-chlorophenyl-3-methylbutylamine ClC1=CC=C(C=C1)C(CN)C(C)C